BrC1=C(C=C2C(=NC(=NC2=C1F)OCC1(CC1)CN(C)C)N1CC2CCC(C1)N2C(=O)OC(C)(C)C)Cl tert-butyl 3-[7-bromo-6-chloro-2-[[1-[(dimethylamino) methyl] cyclopropyl] methoxy]-8-fluoro-quinazolin-4-yl]-3,8-diazabicyclo[3.2.1]octane-8-carboxylate